Ethyl (3'R,4'S,5'R)-6''-chloro-4'-(2-chloro-3-fluoropyridin-4-yl)-2''-oxo-1'',2''-dihydrodispiro[cyclohexane-1,2'-pyrrolidine-3',3''-indole]-5'-carboxylate ClC1=CC=C2[C@@]3(C(NC2=C1)=O)C1(N[C@H]([C@@H]3C3=C(C(=NC=C3)Cl)F)C(=O)OCC)CCCCC1